BrCC(=O)NCC1=CC=C(C=C1)OC 2-bromo-N-(4'-methoxybenzyl)acetamide